(3-methylimidazol-4-yl)methanamine CN1C=NC=C1CN